N-[4-Cyano-3-(trifluoromethyl)-phenyl]-3-[(4-fluorophenyl)-sulfonyl]-2-hydroxy-2-methylpropanamid C(#N)C1=C(C=C(C=C1)NC(C(CS(=O)(=O)C1=CC=C(C=C1)F)(C)O)=O)C(F)(F)F